1-(Diethylamino)-3-((3-((2-(4-methoxyphenyl)quinolin-4-yl)amino)propyl)amino)propan-2-ol dihydrochloride Cl.Cl.C(C)N(CC(CNCCCNC1=CC(=NC2=CC=CC=C12)C1=CC=C(C=C1)OC)O)CC